C(C1=C(C(=CC(=C1)Cl)Br)O)C1=C(C(=CC(=C1)Cl)Br)O methylenebis-(6-bromo-4-chlorophenol)